C(OC(F)F)(OC(F)F)=O bis(difluoromethyl) carbonate